NC1=NC(=C(C=2N1C(N(N2)CC2=C(C=CC=C2)C)=O)C2=CC(=NC(=C2)C)C)C2=CC=CC=C2 5-amino-8-(2,6-dimethyl-4-pyridinyl)-2-(o-tolylmethyl)-7-phenyl-[1,2,4]triazolo[4,3-c]pyrimidin-3-one